ClC=1C=NC(=NC1)OC1=C2C(=NC(=NC2=CC=C1)C(F)(F)F)CCC1CCN(CC1)OC 5-(5-chloropyrimidin-2-yl)oxy-4-[2-(1-methoxy-4-piperidyl)ethyl]-2-(trifluoromethyl)quinazoline